BrC=1N=C(C=2N(C1)C(=CN2)C)N2CCC(CC2)(F)F 6-Bromo-8-(4,4-difluoropiperidin-1-yl)-3-methylimidazo[1,2-a]pyrazin